N-(5-(2-(((1r,4r)-4-(cyclopropyl(methyl)amino)cyclohexyl)amino)-8-isopropylquinazolin-6-yl)pyridin-2-yl)-3,3-difluorobutane-1-sulfonamide C1(CC1)N(C1CCC(CC1)NC1=NC2=C(C=C(C=C2C=N1)C=1C=CC(=NC1)NS(=O)(=O)CCC(C)(F)F)C(C)C)C